O=C1OCCN1[C@@H]1C(=NN(C1)C(=O)N[C@H](C)C=1N=NC(=CC1)Cl)C1=CC=C(C=C1)C (S)-4-(2-oxooxazolidin-3-yl)-3-(4-methylphenyl)-N-((R)-1-(6-chloropyridazin-3-yl)ethyl)-4,5-dihydro-1H-pyrazol-1-carboxamide